COC1=C(C=C2C(=NC=NC2=C1)NC1=CC2=CC=CC=C2C=C1)OC1CCN(CC1)C(C=C)=O 1-(4-((7-methoxy-4-(naphthalen-2-ylamino)quinazolin-6-yl)oxy)piperidin-1-yl)prop-2-en-1-one